C(C)(C)(C)OC(=O)N1CCN(CC1)C1=C(C(=CC(=C1)CC(C)C)CC)C#N 4-(2-cyano-3-ethyl-5-isobutylphenyl)piperazine-1-carboxylic acid tert-butyl ester